hexadienic acid C(C=CC=CC)(=O)O